S(=O)([O-])[O-].[Zn+2] zinc(II) sulfite